N1N=CC(C1)=O Pyrazol-4(1H)-one